C1(CC(C(CC1)C(C)C)OC(C(C)O)O)C Menthoxy-1,2-propandiol